[Bi+3].[S-2].[Zn+2] zinc sulfide bismuth